N[C@@H]1COCC12CCN(CC2)C=2N(C(C1=C(N2)NC=C1C1=CC2=CN(N=C2C(=C1)F)CC)=O)C 2-[(4S)-4-amino-2-oxa-8-azaspiro[4.5]decan-8-yl]-5-(2-ethyl-7-fluoro-2H-indazol-5-yl)-3-methyl-3H,4H,7H-pyrrolo[2,3-d]pyrimidin-4-one